ClC1=CC=C2C(=NC=3N(C2=C1)C=NN3)N(CC(F)(F)F)C3=CC(=CC(=C3)I)F 8-chloro-N-(3-fluoro-5-iodophenyl)-N-(2,2,2-trifluoroethyl)-[1,2,4]triazolo[4,3-a]quinazolin-5-amine